decenquinone CC(C(C=CCCCCC)=O)=O